CC=1C(=C(C(=NC1CC)C(=O)OCC)C1=CC=C(C=C1)C)C(=O)[O-] Ethyl 5-Methylcarboxylato-6-ethyl-3-(p-tolyl)pyridine-2-carboxylate